(3,5-dichloro-4-((5-isopropyl-6-oxo-1,6-dihydropyridazin-3-yl)oxy)phenyl)-2-methyl-1,2,4-triazine-3,5(2H,4H)-dione ClC=1C=C(C=C(C1OC1=NNC(C(=C1)C(C)C)=O)Cl)N1C(N(N=CC1=O)C)=O